O1C(=CC=C1)C(=O)SC(CCCCCCCC)C=1C(=C2C(C=CC(C2=C(C1)OC)=NO)=NO)OC 6-[1-(2-furoyl)thio-nonyl]-5,8-dimethoxy-1,4-naphthalenedione dioxime